C(C)(C)(C)C=1N=C(C(C2=C(N1)C=CC(=C2)CC)=C(C)C)C2=CC=CC=C2 2-(tert-Butyl)-7-ethyl-4-phenyl-5-(propan-2-ylidene)-5H-benzo[d][1,3]diazepine